3-(7-bromo-3-oxo-2,3-dihydro-4H-benzo[b][1,4]oxazin-4-yl)propanamide BrC=1C=CC2=C(OCC(N2CCC(=O)N)=O)C1